C(=O)(OCC1C2=CC=CC=C2C2=CC=CC=C12)[C@@](C(=O)O)(CCCCCNC(=O)OC(C)(C)C)N (S)-Fmoc-2-amino-7-(Boc-amino)-heptanoic acid